6-Acryloyl-6-azaspiro[3.5]nonan C(C=C)(=O)N1CC2(CCC2)CCC1